6-[(3-Chloropyrazol-1-yl)methyl]-2-(3,4-dichlorophenyl)-1-ethyl-4-oxo-pyridine-3-carboxylic acid ClC1=NN(C=C1)CC1=CC(C(=C(N1CC)C1=CC(=C(C=C1)Cl)Cl)C(=O)O)=O